3-(carboxymethyl)-5-methoxy-1H-indole-2-carboxylic acid C(=O)(O)CC1=C(NC2=CC=C(C=C12)OC)C(=O)O